[Cd+2].P([O-])([O-])=O (phosphonate) cadmium